(2-((4-(((6-methylpyridazin-3-yl)methyl)amino)-6-(5-methylpyrimidin-2-yl)quinazolin-8-yl)oxy)acetyl)(phenylsulfonyl)amide CC1=CC=C(N=N1)CNC1=NC=NC2=C(C=C(C=C12)C1=NC=C(C=N1)C)OCC(=O)[N-]S(=O)(=O)C1=CC=CC=C1